Pyrimidin-5(1H)-one N1CN=CC(C1)=O